C(C)(C)(C)OC(=O)N1CC(C1)CN1C([C@@H](NC2=C(C(=C(C=C12)Cl)Br)F)OCC1N(CCC1)C)=O (S)-3-((6-bromo-7-chloro-5-fluoro-3-((1-methylpyrrolidin-2-yl)methoxy)-2-oxo-3,4-dihydroquinoxalin-1(2H)-yl)methyl)azetidine-1-carboxylic acid tert-butyl ester